BrC1=CC2=C(OC[C@@H](C(N2C)=O)NC(=O)N2N=CC(=C2)CC2=CC=NC=C2)C=C1 (S)-N-(7-Bromo-5-methyl-4-oxo-2,3,4,5-tetrahydrobenzo[b][1,4]oxazepin-3-yl)-4-(pyridin-4-ylmethyl)-1H-pyrazole-1-carboxamide